tert-butyl 4-(4-amino-6,7-dichloro-1H-indol-3-yl)pyrazole-1-carboxylate NC1=C2C(=CNC2=C(C(=C1)Cl)Cl)C=1C=NN(C1)C(=O)OC(C)(C)C